CC1=C(C=CC=C1)CCCCC1O[Te]CCC1 (o-methylphenyl)n-butyltelluroxane